7-(thiophen-2-yl)-4-(3,4,5-trimethoxybenzoyl)-3,4-dihydroquinoxalin-2(1H)-one S1C(=CC=C1)C1=CC=C2N(CC(NC2=C1)=O)C(C1=CC(=C(C(=C1)OC)OC)OC)=O